C(C=C)[C@](CSSC[C@@](C(=O)O)(N)CC=C)(C(=O)O)N diallyl-cystine